e-CBZ-D-Lysin C(=O)(OCC1=CC=CC=C1)N[C@H](CCCCN)C(=O)O